2-(2-methyl-piperidino)-2,4,6,8-tetramethylcyclotetrasiloxane CC1N(CCCC1)[Si]1(O[SiH](O[SiH](O[SiH](O1)C)C)C)C